1-(((3'-bromo-2-chloro-5-ethoxy-3-fluoro-2'-methyl-[1,1'-biphenyl]-4-yl)methyl)Amino)cyclopropane-1-carboxylic acid methyl ester COC(=O)C1(CC1)NCC1=C(C(=C(C=C1OCC)C1=C(C(=CC=C1)Br)C)Cl)F